2-cyano-N-(4-(((6-(4-morpholinylphenylamino)pyrimidin-4-yl)amino)methyl)phenyl)acetamide C(#N)CC(=O)NC1=CC=C(C=C1)CNC1=NC=NC(=C1)NC1=CC=C(C=C1)N1CCOCC1